1-methyl-3-(prop-2-enyl)urea CNC(=O)NCC=C